FC1=C(C=C(C=C1)C1=NOC(=N1)C(=O)N1CC(CCC1)C)O (3-(4-fluoro-3-hydroxyphenyl)-1,2,4-oxadiazol-5-yl)(3-methylpiperidin-1-yl)methanone